FC(C1=CC(=NN1CCC(=O)O)C1=NC(=NO1)C1(CC1)C1=C(C=CC=C1)C)F 3-(5-(difluoromethyl)-3-(3-(1-(o-tolyl)cyclopropyl)-1,2,4-oxadiazol-5-yl)-1H-pyrazol-1-yl)propanoic acid